C(C)(=O)C=1C=C(OC2=C(C(=NN2C)C(F)F)C(=O)N[C@@H](C)C2=CC=C(C(=O)OC)C=C2)C=CC1 methyl (S)-4-(1-(5-(3-acetylphenoxy)-3-(difluoromethyl)-1-methyl-1H-pyrazole-4-carboxamido)ethyl)benzoate